4-((4-((2-(dimethylphosphoryl)phenyl)amino)-5-(trifluoromethyl)pyrimidin-2-yl)amino)-N-((tetrahydro-2H-pyran-4-yl)methoxy)benzamide CP(=O)(C)C1=C(C=CC=C1)NC1=NC(=NC=C1C(F)(F)F)NC1=CC=C(C(=O)NOCC2CCOCC2)C=C1